ClC=1C=C(C=CC1F)N(C(=O)[C@H]1N(C2=CC=CC=C2C1)C1=NC(=CC(=C1)C(F)(F)F)C)C (S)-N-(3-chloro-4-fluorophenyl)-N-methyl-1-(6-methyl-4-(trifluoromethyl)pyridin-2-yl)indoline-2-carboxamide